lead distearate C(CCCCCCCCCCCCCCCCC)(=O)[O-].C(CCCCCCCCCCCCCCCCC)(=O)[O-].[Pb+2]